NCCNC(C1=C(C=C(C=C1)NC=1C=2N(C=CN1)C(=CN2)C2=C(C(=C(C=C2)OCC#N)F)Cl)CC)=O N-(2-aminoethyl)-4-[[3-[2-chloro-4-(cyanomethoxy)-3-fluorophenyl]imidazo[1,2-a]pyrazin-8-yl]amino]-2-ethyl-benzamide